BrC1=CC=CC(=N1)NC(=O)[C@H]1N(C[C@](C1)(COC)F)C(=O)OC(C)(C)C (2S,4R)-tert-butyl 2-((6-bromopyridin-2-yl)carbamoyl)-4-fluoro-4-(methoxy methyl)pyrrolidine-1-carboxylate